6-(6,6-Dimethyl-11-oxo-6,11-dihydro-benzo[b]naphtho[2,3-d]furan-8-yloxy)-hexanoic acid CC1(C2=CC(=CC=C2C(C=2C3=C(OC21)C=CC=C3)=O)OCCCCCC(=O)O)C